FC(N1N=C(C=C1)C1=NN=C(O1)C(=O)N1[C@@H](C2=C(CC1)NC=N2)C=2SC1=C(N2)C(=CC=C1)F)F (S)-(5-(1-(difluoromethyl)-1H-pyrazol-3-yl)-1,3,4-oxadiazol-2-yl)(4-(4-fluorobenzo[d]thiazol-2-yl)-6,7-dihydro-1H-imidazo[4,5-c]pyridin-5(4H)-yl)methanone